FC1=C(C=CC(=C1)F)S(=O)(=O)NC1=CC=C2CCCN(C2=C1)S(=O)(=O)CC1=C(C=CC=C1)F 2,4-difluoro-N-(1-((2-fluorobenzyl)sulfonyl)-1,2,3,4-tetrahydroquinolin-7-yl)benzenesulfonamide